C(C)(C)C1=CC=C(C=C1)CN1C(CCC1=O)CC(=O)N1C(CCCC1)C(=O)OCC ethyl 1-[2-[1-[(4-isopropylphenyl)methyl]-5-oxopyrrolidin-2-yl]acetyl]piperidine-2-carboxylat